(3aR,10aR)-7-Methyl-2-(3-methyl-1,2,4-oxadiazol-5-yl)-N-(3,4,5-trifluorophenyl)-2,3,3a,4,10,10a-hexahydro-1H,7H-dipyrrolo[3,4-b:3',4'-f][1,4,5]oxathiazocin-8-carboxamid-5,5-dioxid CN1C(=C2OC[C@H]3[C@@H](NS(C2=C1)(=O)=O)CN(C3)C3=NC(=NO3)C)C(=O)NC3=CC(=C(C(=C3)F)F)F